C(CCCCC)C1C(C(C(CC1)CCCCCCCCN)CCCCCCCCN)CCCCCCCC 8,8'-(4-hexyl-3-octylcyclohexane-1,2-diyl)bis(octan-1-amine)